6-amino-2-[(2-amino-4-carboxybutyryl)amino]hexanoic acid NCCCCC(C(=O)O)NC(C(CCC(=O)O)N)=O